BrC=1C=CC2=CN(N=C2C1F)C 6-bromo-7-fluoro-2-methyl-indazole